FC1=C(C=CC(=C1)C1=NOC(=N1)C(F)(F)F)C(CSCCC(F)(F)F)=O 1-(2-fluoro-4-(5-(trifluoromethyl)-1,2,4-oxadiazol-3-yl)phenyl)-2-((3,3,3-trifluoropropyl)thio)ethan-1-one